CC1(C(C2=CC(=CC=C2C1)OC)=O)C 2,2-dimethyl-6-methoxy-1-indanone